5-[(3,3-dimethyl-4-piperidyl)amino]-6-fluoro-1,3-benzothiazole-2-carbonitrile CC1(CNCCC1NC=1C(=CC2=C(N=C(S2)C#N)C1)F)C